NC1=NN(C=N1)C=1C=C(C=C(C1)Cl)[C@@H]1COCCN1C(C=C)=O (R)-1-(3-(3-(3-amino-1H-1,2,4-triazol-1-yl)-5-chlorophenyl)morpholino)prop-2-en-1-one